(R)-4-amino-3-(4-chlorophenyl)butanoic acid NC[C@H](CC(=O)O)C1=CC=C(C=C1)Cl